tert-butyl 4-[1-oxo-6-(4,4,5,5-tetramethyl-1,3,2-dioxaborolan-2-yl)phthalazin-2-yl]piperidine-1-carboxylate O=C1N(N=CC2=CC(=CC=C12)B1OC(C(O1)(C)C)(C)C)C1CCN(CC1)C(=O)OC(C)(C)C